FC=1C=C(C=CC1)N1C(NC2=NC=CC=C21)=O 1-(3-fluorophenyl)-1H-imidazo[4,5-b]pyridin-2(3H)-one